1-((7-ethoxy-4-(3-(4-fluorophenyl)-1-methyl-1H-pyrazol-4-yl)pyrido[3,2-d]pyrimidin-6-yl)carbamoyl)-3-azabicyclo[3.1.0]hexane-3-carboxylic acid tert-butyl ester C(C)(C)(C)OC(=O)N1CC2(CC2C1)C(NC=1C(=CC=2N=CN=C(C2N1)C=1C(=NN(C1)C)C1=CC=C(C=C1)F)OCC)=O